CSC1=NC=CC(=N1)C(C(=O)OC)CC Methyl 2-(2-(methylthio)pyrimidin-4-yl)butanoate